(R)-tert-butyl ((5-chloroisochroman-1-yl)methyl)(methyl)carbamate ClC1=C2CCO[C@H](C2=CC=C1)CN(C(OC(C)(C)C)=O)C